CN(C)CC1(CCOCC1)C=O 4-[(DIMETHYLAMINO)METHYL]OXANE-4-CARBALDEHYDE